2-((6-cyano-3H-imidazo[4,5-c]pyridin-2-yl)thio)-N-(3,4-dimethoxyphenyl)acetamide C(#N)C1=CC2=C(C=N1)NC(=N2)SCC(=O)NC2=CC(=C(C=C2)OC)OC